C12CN(CC(NC1)C2)C2=NC(=NC1=C(C(=C(C=C21)Cl)C2=CC=C(C1=C2N=C(S1)N)F)F)OC[C@]12CCCN2C[C@@H](C1)F 4-(4-(3,6-diazabicyclo[3.2.1]octan-3-yl)-6-chloro-8-fluoro-2-(((2R,7aS)-2-fluorotetrahydro-1H-pyrrolizin-7a(5H)-yl)methoxy)quinazolin-7-yl)-7-fluorobenzo[d]thiazol-2-amine